OB1OCC2=C1C=CC(=C2)\C=N\N(C=2C1=C(N=CN2)N=C(S1)SC)CC(C)C N-[(E)-(1-hydroxy-3H-2,1-benzoxaborol-5-yl)methyleneamino]-N-isobutyl-2-methylsulfanyl-thiazolo[4,5-d]pyrimidin-7-amine